2α-fluoro-3α,7β-dihydroxy-5β-cholanic acid F[C@H]1[C@H](C[C@H]2C[C@@H]([C@H]3[C@@H]4CC[C@H]([C@@H](CCC(=O)O)C)[C@]4(CC[C@@H]3[C@]2(C1)C)C)O)O